(3-bromo-1-methyl-1H-pyrazol-4-yl)(5-ethyl-1,2-oxazol-3-yl)methanol BrC1=NN(C=C1C(O)C1=NOC(=C1)CC)C